C1N(CCC2=CC=NC=C12)C(C(=O)O)C 1,2,3,4-tetrahydro-2,7-naphthyridin-2-yl-propionic acid